CN(C1=CC=C(C=N1)CNC(=O)C=1N=CSC1)C N-{[6-(dimethylamino)pyridin-3-yl]methyl}-1,3-thiazole-4-carboxamide